3-(5-((6-((4'-chloro-5,5-dimethyl-3,4,5,6-tetrahydro-[1,1'-biphenyl]-2-yl)methyl-methyl)-3,6-diazabicyclo[3.1.1]heptan-3-yl)methyl)-7-fluoro-1-oxoisoindolin-2-yl)piperidine ClC1=CC=C(C=C1)C1=C(CCC(C1)(C)C)CCN1C2CN(CC1C2)CC=2C=C1CN(C(C1=C(C2)F)=O)C2CNCCC2